ClC1=CC=C(C(=N1)C=1N=NN(N1)C)NC(C)C=1C=C(C=C2C(N3CCCN4N=CC(C12)=C43)=O)C 10-(1-((6-chloro-2-(2-methyl-2H-tetrazol-5-yl)pyridin-3-yl)amino)ethyl)-8-methyl-4,5-dihydro-3H,6H-2,2a,5a-triazaaceanthrylen-6-one